(4-aminoimidazo[1,5-a]pyrido[3,4-e]pyrazin-8-yl)((4aR,9bR)-7-(trifluoromethyl)-2,3,4,4a,5,9b-hexahydro-1H-indeno[1,2-b]pyridin-1-yl)methanone NC=1C=2N(C3=C(N1)C=NC(=C3)C(=O)N3[C@@H]1[C@H](CCC3)CC3=CC(=CC=C31)C(F)(F)F)C=NC2